C(C)OC1=CC=C(C=N1)C1=C(C(=O)OC)C=C(C=C1)NC(=O)C1(CC1)C1=C(C=C(C=C1)OC(F)(F)F)F Methyl 2-(6-ethoxypyridin-3-yl)-5-[({1-[2-fluoro-4-(trifluoromethoxy) phenyl]cyclopropyl}carbonyl) amino]benzoate